C(=O)C1CCC2(CN(C2)C(=O)OCC2=CC=CC=C2)CC1 benzyl 7-formyl-2-azaspiro[3.5]nonane-2-carboxylate